N,N-dimethyl-1,3-phenylenediamine CN(C1=CC(=CC=C1)N)C